[Fe](Cl)Cl.N1=CC=CC=C1 pyridine iron(II) dichloride